C(C1=CC=CC=C1)N1C[C@H](C([C@H](C1)C(=O)OC)O)C(=O)OC |r| Dimethyl rac-(3R,5S)-1-benzyl-4-hydroxypiperidine-3,5-dicarboxylate